C1(CCC1)N1C[C@@H](CCC1)NC(OC(C)(C)C)=O tert-butyl [(3R)-1-cyclobutylpiperidin-3-yl]carbamate